C[C@@H]1CNCC=2N1N=C1C(=CC=CC21)C2CCN(CC2)C(=O)[O-] (R)-4-(4-methyl-1,2,3,4-tetrahydropyrazino[1,2-b]indazole-7-yl)piperidine-1-carboxylate